(S)-2-((5-methyl-4-oxo-2,3,4,5-tetrahydrobenzo[b][1,4]oxazepin-3-yl)amino)-2-oxoacetic acid CN1C2=C(OC[C@@H](C1=O)NC(C(=O)O)=O)C=CC=C2